tristyrylphenol potassium salt [K].C(=CC1=CC=CC=C1)C1=C(C(=C(C=C1)O)C=CC1=CC=CC=C1)C=CC1=CC=CC=C1